ClC=1C=C(C=CC1C(C)C)NC(C(CCC)C)=O N-[3-chloro-4-(1-methylethyl)-phenyl]-2-methylpentanamid